methyl 2-(aminomethyl)-3,5-dichloro-6-hydroxybenzofuran-7-carboxylate NCC=1OC2=C(C1Cl)C=C(C(=C2C(=O)OC)O)Cl